tert-butyl 4-(2'-(methylsulfinyl)-2,3,5',8'-tetrahydro-6'H-spiro[indene-1,7'-quinazolin]-4'-yl)piperazine-1-carboxylate CS(=O)C1=NC=2CC3(CCC2C(=N1)N1CCN(CC1)C(=O)OC(C)(C)C)CCC1=CC=CC=C13